C(C=CC=CC=CCCCCCCCCCCCCC)(=O)OCC(OC(C=CC=CCCCCCCCCCCCCC)=O)CO 1-(8Z,11Z,14Z-eicosatrienoyl)-2-(9Z,12Z-octadecadienoyl)-glycerol